C(C1=CC=CC=C1)OCC1=CC=C(C=C1)NC(C1=CC(=C(C=C1)C)B1OC(C(O1)(C)C)(C)C)=O N-(4-((benzyloxy)methyl)phenyl)-4-methyl-3-(4,4,5,5-tetramethyl-1,3,2-dioxaborolan-2-yl)benzamide